C12=CC=C(C=C1)O2 p-Phenylenether